[1-(3-fluoro-5-methyl-phenyl)-2-hydroxy-ethoxy]-3,4-dihydro-2H-isoquinolin-1-one FC=1C=C(C=C(C1)C)C(CO)ON1C(C2=CC=CC=C2CC1)=O